C(C)(C)(C)OC(=O)N1CCOC=C1C1=CC(=CC(=C1)Cl)C=1N=C(OC1)N.NC1=C(C=CC=C1)N1C(COCC1)=O 4-(2-aminophenyl)morpholine-3-one tert-butyl-5-(3-(2-aminooxazol-4-yl)-5-chlorophenyl)-2,3-dihydro-4H-1,4-oxazine-4-carboxylate